BrCC1=CC=C(C=C1)O\C=C(\C(F)(F)F)/OCC 1-(bromomethyl)-4-[[(1Z)-2-ethoxy-3,3,3-trifluoro-1-propen-1-yl]oxy]benzene